(4-((bis(2-hydroxyethyl)amino)methyl)phenyl)(phenyl)methanone OCCN(CCO)CC1=CC=C(C=C1)C(=O)C1=CC=CC=C1